4-(2-fluoro-4-nitrophenoxy)-3-(pyridine-2-ylethynyl)pyridin-2-amine FC1=C(OC2=C(C(=NC=C2)N)C#CC2=NC=CC=C2)C=CC(=C1)[N+](=O)[O-]